C(C=C)(=O)OCCOCC(COC1=C(C=C(C=C1Br)C(C)(C)C1=CC(=C(C(=C1)Br)OCC(COCCOC(C=C)=O)OC(CC(C1=CC=C(C=C1)Cl)(C1=CC=C(C=C1)Cl)C1=CC=C(C=C1)Cl)=O)Br)Br)OC(CC(C1=CC=C(C=C1)Cl)(C1=CC=C(C=C1)Cl)C1=CC=C(C=C1)Cl)=O propane-2,2-diylbis[(2,6-dibromo-4,1-phenylene) oxy (2-{[3,3,3-tris(4-chlorophenyl) propionyl] oxy} propane-3,1-diyl) oxyethane-2,1-diyl] diacrylate